oleyl phosphate dibutylethanolamine salt C(CCC)N(CCO)CCCC.P(=O)(OCCCCCCCC\C=C/CCCCCCCC)(O)O